6-chloro-N-[5-(2,2-difluoroethoxy)-4-methoxy-pyrimidin-2-yl]-1H-pyrrolo[2,3-b]pyridine-3-sulfonamide ClC1=CC=C2C(=N1)NC=C2S(=O)(=O)NC2=NC=C(C(=N2)OC)OCC(F)F